4-(6-(4,4-difluoropiperidine-1-carbonyl)-2-(3-hydroxy-3-methylbutan-1-yn-1-yl)-3H-imidazo[4,5-B]pyridin-3-yl)benzonitrile FC1(CCN(CC1)C(=O)C=1C=C2C(=NC1)N(C(=N2)C#CC(C)(C)O)C2=CC=C(C#N)C=C2)F